6-(4-methoxypyrrolo[2,1-f][1,2,4]triazin-2-yl)-2-methyl-1-(pyridin-3-ylmethyl)-1H-imidazo[4,5-b]pyridine COC1=NC(=NN2C1=CC=C2)C=2C=C1C(=NC2)N=C(N1CC=1C=NC=CC1)C